5-bromothiophenecarbaldehyde BrC1=CC=C(S1)C=O